N[C@@H](C(C)C)C(=O)O[C@H](C)C1=NC=2C(=C3C(=NC2)NC=C3)N1N1CCC(CC1)CC#N (R)-1-(1-(4-cyanomethylpiperidin-1-yl)-1,6-dihydroimidazo[4,5-d]pyrrolo[2,3-b]pyridin-2-yl)ethyl L-valinate